OC1=CC(=CC=2C(C3=CC=CC(=C3C(C12)=O)O)=O)C(=O)N1CCN(CC1)CC 1,8-dihydroxy-3-(4-ethylpiperazine-1-carbonyl)anthracene-9,10-dione